N-[4-[(6,7-dimethoxy-1,5-naphthyridin-4-yl)oxy]-3-fluorophenyl]-1-(2-fluoroethyl)-5-(furan-2-yl)-6-methyl-4-oxopyridine-3-carboxamide COC=1N=C2C(=CC=NC2=CC1OC)OC1=C(C=C(C=C1)NC(=O)C1=CN(C(=C(C1=O)C=1OC=CC1)C)CCF)F